N1-(prop-2-yn-1-yl)propane-1,3-diamine-2HCl Cl.Cl.C(C#C)NCCCN